(5s,8s)-N-(2,4-dichloro-6-fluorobenzyl)-8-hydroxy-5,6,7,8-tetrahydroquinoline-5-carboxamide ClC1=C(CNC(=O)[C@@H]2C=3C=CC=NC3[C@H](CC2)O)C(=CC(=C1)Cl)F